CC([C@@H](C(=O)N1[C@@H]([C@H]2[C@H]3C=C[C@@H]([C@H]2C1)C3)C(=O)O)NC(C(C(F)(F)F)(F)F)=O)(C)C (1S,3aR,4S,7R,7aS)-2-((S)-3,3-dimethyl-2-(2,2,3,3,3-pentafluoropropanamido)butanoyl)-2,3,3a,4,7,7a-hexahydro-1H-4,7-methanoisoindole-1-carboxylic acid